4-(4,4,5,5-tetramethyl-1,3,2-dioxaborolan-2-yl)phenylamine CC1(OB(OC1(C)C)C1=CC=C(C=C1)N)C